C(C)(C)(C)OC(NCC1=CC(=CC=C1)C1(CC1)C(F)(F)F)=O (3-(1-(trifluoromethyl)cyclopropyl)benzyl)carbamic acid tert-butyl ester